C1(CCC1)NC(O)=O.C(N)(OC1CCC1)=O cyclobutyl carbamate (cyclobutylcarbamate)